CN(C1CCC(CC1)NC1=CC=CC2=C1S(C=C2N2C=CC=C2)(=O)=O)C 7-((4-(dimethylamino)cyclohexyl)amino)-1,1-dioxido-3-(1H-pyrrol-1-yl)benzo[b]thiophen